OCC[C@H]1CN(CCC1)C(=O)OC(C)(C)C (S)-tert-butyl 3-(2-hydroxyethyl)piperidine-1-carboxylate